C(C)(C)(C)OOC1=C(C=CC=C1)C(C)C tertbutyl-peroxyisopropyl-benzene